ClC1=CC=C(C=C1)NC(NC(NCCCCCCNC(NC(NC1=CC=C(C=C1)Cl)=N)=N)=N)=N N,N'-Bis-(4-Chlorophenyl)-3,12-diimino-2,4,11,13-tetraazatetradecandiimidamid